4-chloro-2-{6-chloroimidazo[1,2-a]pyridin-3-yl}pyrimidine ClC1=NC(=NC=C1)C1=CN=C2N1C=C(C=C2)Cl